NC=1C=NC(=NC1)C=O 5-AMINOPYRIMIDINE-2-CARBALDEHYDE